3-(4-amino-3-(4-phenylpiperazin-1-yl)phenyl)-1,2,4-oxadiazol-5(4H)-one NC1=C(C=C(C=C1)C1=NOC(N1)=O)N1CCN(CC1)C1=CC=CC=C1